C(C)(C)(C)OC(CC1(CCN(CC1)C1=C(C=C(C=C1)[N+](=O)[O-])Cl)O)=O 2-[1-(2-chloro-4-nitro-phenyl)-4-hydroxy-4-piperidinyl]acetic acid tert-butyl ester